4-aminobenzenesulphonamide NC1=CC=C(C=C1)S(=O)(=O)N